trans-4-((3-(2-Cyclopropylthiazol-5-yl)phenyl)((trans-4-(6-(dimethylamino) pyridin-3-yl)cyclohexyl)methyl) carbamoyl)cyclohexyl 3-hydroxyazetidine-1-carboxylate OC1CN(C1)C(=O)O[C@@H]1CC[C@H](CC1)C(N(C[C@@H]1CC[C@H](CC1)C=1C=NC(=CC1)N(C)C)C1=CC(=CC=C1)C1=CN=C(S1)C1CC1)=O